C(C)(C)(C)OC(=O)N1[C@@H]2CC(C[C@H]1CC2)OCCO.OCCOC2C[C@@H]1CC[C@H](C2)N1C(=O)OC(C)(C)C tert-butyl (1S,5R)-3-(2-hydroxyethoxy)-8-azabicyclo[3.2.1]octane-8-carboxylate tert-butyl-(1S,5R)-3-(2-hydroxyethoxy)-8-azabicyclo[3.2.1]octane-8-carboxylate